1-[(1-methylpiperidin-4-yl)methyl]piperazine CN1CCC(CC1)CN1CCNCC1